C=1C=C(N2C=CC=CC12)C(C=O)=O (indolizin-3-yl)-ethanedione